CC1=NN(C(C1)=O)C1=CC=CC=C1 3-Methyl-1-phenyl-5-pyrazolon